N1CC(C1)N1C(N(C2=C1C=CC=C2)C)=O (azetidin-3-yl)-3-methyl-1H-benzimidazol-2-one